N1N=CC2=CC(=CC=C12)NC1=NC(=NC=C1)C=1C=CC2=C(SC(=C2)C(=O)NC2CCCCC2)C1 6-(4-((1H-indazol-5-yl)amino)pyrimidin-2-yl)-N-cyclohexyl-benzo[b]thiophene-2-carboxamide